(2S)-2-[[2-[2-[tert-butyl-(dimethyl)silyl]oxyethyl]-5-ethoxy-4-iodo-pyrazol-3-yl]methylamino]propan-1-ol C(C)(C)(C)[Si](OCCN1N=C(C(=C1CN[C@H](CO)C)I)OCC)(C)C